(2s,4r)-1-(tert-butoxycarbonyl)-4-(4-(trifluoromethyl)benzyl)-pyrrolidine-2-carboxylic acid C(C)(C)(C)OC(=O)N1[C@@H](C[C@H](C1)CC1=CC=C(C=C1)C(F)(F)F)C(=O)O